ClC1CCC(N1C)C1=CC=CC=2N(C=NC21)COCC[Si](C)(C)C 4-[5-chloro-1-methylpyrrolidin-2-yl]-1-[[2-(trimethylsilyl)ethoxy]methyl]-1,3-benzodiazole